PIPERIDINE-4-CARBONITRILE N1CCC(CC1)C#N